N1N=NC(=C1)C1CN(CC1)C1=NN=C(O1)C=1C=NC(=NC1)NC1CC=2C(=NC=CC2)C1 N-(5-(5-(3-(1H-1,2,3-triazol-4-yl)pyrrolidin-1-yl)-1,3,4-oxadiazole-2-yl)pyrimidin-2-yl)-6,7-dihydro-5H-cyclopenta[b]pyridin-6-amine